methyl (7S)-7-methyl-3-(2-{2-oxa-6-azaspiro[3.3]heptan-6-yl}ethyl)-2-[2-(1H-pyrazol-1-yl)ethyl]-3H,6H,7H,8H,9H-imidazo[4,5-f]quinoline-6-carboxylate C[C@@H]1N(C2=CC=C3C(=C2CC1)N=C(N3CCN3CC1(COC1)C3)CCN3N=CC=C3)C(=O)OC